3-cyclopropyl-3-fluoroazetidin C1(CC1)C1(CNC1)F